[OH-].C[N+](CCOC)(C)C trimethyl-2-methoxyethylammonium hydroxide